The molecule is a triterpenoid saponin that is 24,25-epoxy-13,30-cyclodammarane-3,7,23-triol esterified to the corresponding acetate at position 3 and attached to a 6-O-acetyl-beta-D-glucopyranosyl residue at position 7 via a glycosidic linkage. Isolated from Dysoxylum cumingianum it exhibits antileukemic activity. It has a role as an antineoplastic agent and a plant metabolite. It is a beta-D-glucoside, an acetate ester, a monosaccharide derivative, a pentacyclic triterpenoid, a triterpenoid saponin, an epoxide and a secondary alcohol. C[C@@H](C[C@H]([C@H]1C(O1)(C)C)O)[C@@H]2CC[C@@]34[C@@]2(C3)CC[C@H]5[C@]4([C@@H](C[C@@H]6[C@@]5(CC[C@H](C6(C)C)OC(=O)C)C)O[C@H]7[C@@H]([C@H]([C@@H]([C@H](O7)COC(=O)C)O)O)O)C